ClC=1C=CC(=C(C1)C(CC1=C(C[C@H](N)C(=O)O)C=CC=C1)=O)N1N=NC(=C1)Cl 2-((5-chloro-2-(4-chloro-1H-1,2,3-triazol-1-yl)phenyl)-2-oxoethyl)phenylalanine